CNC=1N=C(C(=NC1C=1C2=C(C=NC1)N(C=N2)C)C(=O)O)NC=2C=NC(=CC2)CN2CCOCC2 5-(methylamino)-6-(3-methylimidazo[4,5-c]pyridin-7-yl)-3-[[6-(morpholinomethyl)-3-pyridyl]amino]pyrazine-2-carboxylic acid